(1-(6-((2-(1H-pyrazol-1-yl)benzyl)amino)-9-isopropyl-9H-purin-2-yl)piperidin-4-yl)methanol N1(N=CC=C1)C1=C(CNC2=C3N=CN(C3=NC(=N2)N2CCC(CC2)CO)C(C)C)C=CC=C1